Tert-butyl ((S)-1-((2S,4R)-2-(((S)-1-(3-fluoro-4-((trimethylsilyl)ethynyl)phenyl)ethyl)carbamoyl)-4-hydroxypyrrolidin-1-yl)-3,3-dimethyl-1-oxobutan-2-yl)carbamate FC=1C=C(C=CC1C#C[Si](C)(C)C)[C@H](C)NC(=O)[C@H]1N(C[C@@H](C1)O)C([C@H](C(C)(C)C)NC(OC(C)(C)C)=O)=O